Dimethyloxalyl-glycine CC(NC(C(=O)O)=O)(C(=O)O)C